3-(6-morpholin-4-yl-8-oxa-3,5,10-triazatricyclo[7.4.0.02,7]trideca-1(9),2(7),3,5,10,12-hexaen-4-yl)phenol N1(CCOCC1)C1=NC(=NC=2C=3C=CC=NC3OC12)C=1C=C(C=CC1)O